N-(2-amino-1,2-diphenyl-ethyl)-p-methyl-benzenesulfonamide NC(C(C1=CC=CC=C1)NS(=O)(=O)C1=CC=C(C=C1)C)C1=CC=CC=C1